(2R,4R)-1-(tert-butoxycarbonyl)-4-(2,3-dichloro-6-methoxyphenyl)pyrrolidine-2-carboxylic acid C(C)(C)(C)OC(=O)N1[C@H](C[C@@H](C1)C1=C(C(=CC=C1OC)Cl)Cl)C(=O)O